ClC1=CC=C(C=C1)[C@@H](NC(=O)[C@H]1NC(NC1)=O)C=1N=C(NC1)C(F)(F)F |o1:7| (S)-N-((R or S)-(4-chlorophenyl)(2-(trifluoromethyl)-1H-imidazol-4-yl)methyl)-2-oxoImidazolidine-4-carboxamide